2-[4-[3-(4-Methylphenyl)prop-2-enoyl]phenoxy]acetic acid CC1=CC=C(C=C1)C=CC(=O)C1=CC=C(OCC(=O)O)C=C1